6-(4-fluorophenyl)-5-(8-methoxyquinolin-6-yl)tetrazolo[1,5-a]pyrazin-8-amine FC1=CC=C(C=C1)C=1N=C(C=2N(C1C=1C=C3C=CC=NC3=C(C1)OC)N=NN2)N